C(C1=CC=CC=C1)ON1[C@@H]2CC[C@H](N(C1=O)C2)C(NC(C2=NC=C(C=C2)C(F)(F)F)=O)=N N-(((2S,5R)-6-(benzyloxy)-7-oxo-1,6-diazabicyclo[3.2.1]octan-2-yl)(imino)methyl)-5-(trifluoromethyl)picolinamide